3-(2,4-Dimethylthiophen-3-yl)-1-[(1-methyl-1H-pyrazol-4-yl)(1-methyl-piperidin-3-yl)sulfamoyl]urea CC=1SC=C(C1NC(NS(N(C1CN(CCC1)C)C=1C=NN(C1)C)(=O)=O)=O)C